tert-butyl 4-(2-(2-((6,6-dimethyl-2,4-dioxo-3-azabicyclo[3.1.0]hexan-3-yl)methyl)thieno[3,2-b]pyridin-7-yl)-4-methylnicotinoyl)piperazine-1-carboxylate CC1(C2C(N(C(C12)=O)CC1=CC2=NC=CC(=C2S1)C1=C(C(=O)N2CCN(CC2)C(=O)OC(C)(C)C)C(=CC=N1)C)=O)C